4-[4-benzyloxy-1-(4-fluorophenyl)-2-isopropyl-indol-3-yl]sulfonylbenzoic acid C(C1=CC=CC=C1)OC1=C2C(=C(N(C2=CC=C1)C1=CC=C(C=C1)F)C(C)C)S(=O)(=O)C1=CC=C(C(=O)O)C=C1